C(C)(C)(C1=CC=CC=C1)C1=CC=C(OC(CO)O)C=C1 p-Cumylphenoxyethylene glycol